1-(5-(4-chloro-3-cyclopropyl-1H-pyrrolo[2,3-b]pyridin-5-yl)pyridin-3-yl)piperazin-2-one ClC1=C2C(=NC=C1C=1C=C(C=NC1)N1C(CNCC1)=O)NC=C2C2CC2